C(C)(C)(C)C1=CC=C(C=C1)N1N=CC=2C1=NC(=NC2NC(=O)C=2SC(=CC2)[N+](=O)[O-])N2CC(CCC2)C N-(1-(4-(tert-butyl)phenyl)-6-(3-methylpiperidin-1-yl)-1H-pyrazolo[3,4-d]pyrimidin-4-yl)-5-nitrothiophene-2-carboxamide